FC1=C(C=C2NC(C(NC2=C1F)C)=O)C(=O)OC methyl 7,8-difluoro-2-methyl-3-oxo-1,2,3,4-tetrahydroquinoxalin-6-carboxylate